N-benzyl-1-(2-(dimethylamino)ethoxy)-6-fluoro-9H-carbazol-2-amine C(C1=CC=CC=C1)NC1=C(C=2NC3=CC=C(C=C3C2C=C1)F)OCCN(C)C